C1(CCC1)OC1=CC=CC(=N1)C1=CC(=C(OCCCC(=O)O)C=C1)F 4-[4-(6-cyclobutoxy-pyridin-2-yl)-2-fluoro-phenoxy]-butyric acid